2-nitrobenzyl (1-((2R,4S,5R)-4-hydroxy-5-(hydroxymethyl)tetrahydrofuran-2-yl)-2-oxo-1,2-dihydropyrimidin-4-yl)carbamate O[C@H]1C[C@@H](O[C@@H]1CO)N1C(N=C(C=C1)NC(OCC1=C(C=CC=C1)[N+](=O)[O-])=O)=O